3-[(4,4-difluorocyclohexyl)methyl]-4-[(4-fluoro-2-methylphenyl)methyl]-4,5-dihydro-1,2,4-oxadiazol-5-one FC1(CCC(CC1)CC1=NOC(N1CC1=C(C=C(C=C1)F)C)=O)F